N-[(2E)-3-[(3-fluoro-4-methoxyphenyl)(oxo){[(trifluoromethyl)sulfanyl]amino}-λ6-sulfanyl]prop-2-en-1-yl]-2-oxo-1,2,5,6,7,8-hexahydroquinoline-3-carboxamide FC=1C=C(C=CC1OC)S(/C=C/CNC(=O)C=1C(NC=2CCCCC2C1)=O)(NSC(F)(F)F)=O